C(C(C)C)OC(C(C(C(=O)OCC(C)C)O)O)=O 2,3-dihydroxysuccinic acid diisobutyl ester